[Na+].C(C=C)(=O)OC(C(C)O)S(=O)(=O)[O-] 1-acryloxy-2-hydroxypropanesulfonate sodium salt